5-(1-hydroxy-2-phenylaminoethyl)-1,3-oxazole-2(3H)-thione OC(CNC1=CC=CC=C1)C1=CNC(O1)=S